5-{[6-(2,4-difluorophenyl)pyridin-2-yl]oxy}-2-fluorophenol FC1=C(C=CC(=C1)F)C1=CC=CC(=N1)OC=1C=CC(=C(C1)O)F